GERANYL ACETATE C(C)(=O)OC\C=C(/C)\CCC=C(C)C